C(C)NC(NC1=CC(=CO1)CN1CCN(CC1)C=1C=CC(=NC1F)C(=O)NC)=O 5-(4-((5-(3-ethylureido)furan-3-yl)methyl)piperazin-1-yl)-6-fluoro-N-methylpicolinamide